((4-bromo-1-(4-(pentafluoro-lambda6-sulfanyl)phenyl)-1H-indazol-3-yl)methyl)carbamic acid tert-butyl ester C(C)(C)(C)OC(NCC1=NN(C2=CC=CC(=C12)Br)C1=CC=C(C=C1)S(F)(F)(F)(F)F)=O